3-tert-butyl-N-[(1S)-6-{2-[3,5-dimethyl-1-(propan-2-yl)-1H-pyrazol-4-yl]-1H-imidazo[4,5-b]pyridin-7-yl}-1,2,3,4-tetrahydronaphthalen-1-yl]-1,2,4-oxadiazole-5-carboxamide C(C)(C)(C)C1=NOC(=N1)C(=O)N[C@H]1CCCC2=CC(=CC=C12)C1=C2C(=NC=C1)N=C(N2)C=2C(=NN(C2C)C(C)C)C